5-chloro-2-(difluoromethoxy)-N-methyl-N-(3-methylbenzyl)nicotinamide ClC=1C=NC(=C(C(=O)N(CC2=CC(=CC=C2)C)C)C1)OC(F)F